FC=1C=C(C=CC1)N1C[C@@H](CCC1)NC1=CC(=NC=N1)N1CCN(CC1)CCCCCC(=O)O (R)-6-(4-(6-((1-(3-fluorophenyl)piperidin-3-yl)amino)pyrimidin-4-yl)piperazin-1-yl)hexanoic acid